C(CCCCCCCCCCCCC)N1CN(C=C1)CCN1CCCCC1 N1-tetradecyl-N3-(2-piperidinylethyl)imidazole